C(C)(C)(C)OC(=O)N1CCN(CC1)C1=NC2=CN=C(C(=C2C=C1)O)C(=O)OC methyl 2-(4-(tert-butoxycarbonyl) piperazin-1-yl)-5-hydroxy-1,7-naphthyridine-6-carboxylate